(Z)-1-(3-(1-(hydroxyimino)ethyl)phenyl)-3-(3-(2-methoxyethyl)-4-oxo-2-(piperidin-1-ylmethyl)-3,4-dihydroquinazolin-6-yl)urea O\N=C(\C)/C=1C=C(C=CC1)NC(=O)NC=1C=C2C(N(C(=NC2=CC1)CN1CCCCC1)CCOC)=O